1-ethyl-N-[(1s,4s)-4-{[2,6-bis(trifluoromethyl)pyridin-4-yl]amino}cyclohexyl]-1H-pyrazole-5-carboxamide C(C)N1N=CC=C1C(=O)NC1CCC(CC1)NC1=CC(=NC(=C1)C(F)(F)F)C(F)(F)F